dioxaboretane O1OBC1